COC1=C(N=C2C(=N1)NC(=N2)C(F)(F)F)NC2=C(C=C(C=C2)CCCCC)F 6-Methoxy-N-(2-fluoro-4-pentylphenyl)-2-(trifluoromethyl)-1H-imidazo[4,5-b]pyrazin-5-amin